NC1=C(C(=NN1C1COCC1)C1=C(C=C(C=C1)CNC(C1=C(C=CC(=C1)F)OC)=O)F)C(=O)N 5-Amino-3-[2-fluoro-4-[[(5-fluoro-2-methoxy-benzoyl)amino]methyl]phenyl]-1-tetrahydrofuran-3-yl-pyrazole-4-carboxamide